2-(4-(2,4-difluorophenoxy)piperidin-1-yl)-7-methoxy-3-(1-methyl-1H-pyrazol-4-yl)pyrido[3,4-b]pyrazine FC1=C(OC2CCN(CC2)C=2N=C3C(=NC2C=2C=NN(C2)C)C=NC(=C3)OC)C=CC(=C1)F